8-acryloyl-8-azabicyclo[3.2.1]octan C(C=C)(=O)N1C2CCCC1CC2